C(C)N(C(C)C)CC di-ethylisopropylamine